C(C1=CC=CC=C1)OC1=C(C=C(C(=C1)F)Br)C1OCCO1 2-[2-(benzyloxy)-5-bromo-4-fluorophenyl]-1,3-dioxolane